tert-butyl (N-((1-(8-methoxypyrimido[4,5-c][1,8]naphthyridin-1-yl)azepan-4-yl)methyl)aminosulfonyl)carbamate COC=1C=CC=2C3=C(C=NC2N1)N=CN=C3N3CCC(CCC3)CNS(=O)(=O)NC(OC(C)(C)C)=O